deoxythymidin-3'-yl-[3,4,5-tris(octadecyloxy)benzyl]succinate [C@@H]1(C[C@](O)([C@@H](CO)O1)C(C(=O)[O-])(CC(=O)[O-])CC1=CC(=C(C(=C1)OCCCCCCCCCCCCCCCCCC)OCCCCCCCCCCCCCCCCCC)OCCCCCCCCCCCCCCCCCC)N1C(=O)NC(=O)C(C)=C1